FC1=C(C=O)C=C(C(=C1)C=O)F 2,5-difluoro-terephthalaldehyde